NC1=CC=C(C(=O)NN)C=C1 4-aminobenzoic hydrazide